4-Carbamoyl-4-(1-oxo-4-{4-[2-(tetrahydro-pyran-4-yl)-ethyl]-benzyloxy}-1,3-dihydro-isoindol-2-yl)-butyric acid methyl ester COC(CCC(N1C(C2=CC=CC(=C2C1)OCC1=CC=C(C=C1)CCC1CCOCC1)=O)C(N)=O)=O